dimethyl-azidodecyl-amine CN(CCCCCCCCCCN=[N+]=[N-])C